[Si](C)(C)(C(C)(C)C)OCCCCCC(C=1N=C(SC1)C)NS(=O)C(C)(C)C N-(6-((tert-butyldimethylsilyl)oxy)-1-(2-methylthiazol-4-yl)hexyl)-2-methylpropane-2-sulfinamide